tert-butyl (S)-(1-(3-(3,5-dimethylphenyl)-5-((3,5-dimethylphenyl)carbamoyl)pyridin-4-yl)pyrrolidin-3-yl)carbamate CC=1C=C(C=C(C1)C)C=1C=NC=C(C1N1C[C@H](CC1)NC(OC(C)(C)C)=O)C(NC1=CC(=CC(=C1)C)C)=O